6-((2R,3S)-2-amino-3-fluorobutyl)-2,7-dichloro-N-(4-fluorobenzyl)pyrrolo[2,1-f][1,2,4]triazin-4-amine N[C@H](CC=1C=C2C(=NC(=NN2C1Cl)Cl)NCC1=CC=C(C=C1)F)[C@H](C)F